ClC1=C(C=C(OCC(=O)N[C@H]2CC[C@@H](N(C2)C(=O)OC(C)(C)C)C(NC2=NN(C=C2)C2C(C2)(F)F)=O)C=C1)F tert-butyl (2R,5S)-5-[2-(4-chloro-3-fluorophenoxy)acetamido]-2-{[1-(2,2-difluorocyclopropyl)-1H-pyrazol-3-yl]carbamoyl}piperidine-1-carboxylate